(2-Isopropoxyethyl)-4-(pyridin-3-yl)-1H-imidazole-1-carboxamide C(C)(C)OCCC=1N(C=C(N1)C=1C=NC=CC1)C(=O)N